[5-(2,4-difluorophenyl)isoxazol-3-yl]-[(1S,4S)-6-methoxy-1-methyl-4-(1-methylpyrazol-4-yl)-3,4-dihydro-1H-isoquinolin-2-yl]methanone FC1=C(C=CC(=C1)F)C1=CC(=NO1)C(=O)N1[C@H](C2=CC=C(C=C2[C@H](C1)C=1C=NN(C1)C)OC)C